(2-acryloyloxyethyl)trimethyl-ammonium hydroxide [OH-].C(C=C)(=O)OCC[N+](C)(C)C